[F-].C(CCCCCCCCCC)[NH+]1C(CCCC1)CCCC 1-undecyl-2-butylpiperidinium fluoride salt